ClC1=CC=C(C(=N1)NC=1C=C2CCC(C2=CC1)=O)[N+](=O)[O-] 5-[(6-chloro-3-nitropyridin-2-yl)amino]-2,3-dihydroinden-1-one